C(C)OC1=C(C=C(C=C1)C1=CC=C(S1)CC1=C2N=C(C(=NC2=CC=C1)C(=O)N)C1=CC(=CC=C1)F)C ((5-(4-ethoxy-3-methylphenyl)thiophen-2-yl)methyl)-(3-fluorophenyl)quinoxaline-2-carboxamide